methyl 1-(2-((tert-butyldimethylsilyl)oxy)ethyl)-5-chloro-1H-pyrrolo[3,2-b]pyridine-7-carboxylate [Si](C)(C)(C(C)(C)C)OCCN1C=CC2=NC(=CC(=C21)C(=O)OC)Cl